N-(5-methylpyridin-3-yl)-5-nitropyridineamide CC=1C=C(C=NC1)NC(=O)C1=NC=C(C=C1)[N+](=O)[O-]